3-(2-amino-4-methylpyrimidin-5-yl)-9-(1-((6-chloro-2-(2-(methyl-d3)-2H-tetrazol-5-yl)pyridin-3-yl)amino)ethyl)-4,7-dimethylimidazo[1,5-a]quinazolin-5(4H)-one NC1=NC=C(C(=N1)C)C=1N=CN2C1N(C(C1=CC(=CC(=C21)C(C)NC=2C(=NC(=CC2)Cl)C=2N=NN(N2)C([2H])([2H])[2H])C)=O)C